2-oxa-8-azaspiro[4.5]decan-1-one C1(OCCC12CCNCC2)=O